N-((5-(2-((6-methoxy-2-methylquinazolin-4-yl)thio)acetyl)thiophen-2-yl)methyl)pivalamide COC=1C=C2C(=NC(=NC2=CC1)C)SCC(=O)C1=CC=C(S1)CNC(C(C)(C)C)=O